ClC=1C=C(C=CC1OC(F)F)NC=1C2=C(N=CN1)C=CC(=N2)N2CCNCC2 N-(3-chloro-4-(difluoromethoxy)phenyl)-6-(piperazin-1-yl)pyrido[3,2-d]pyrimidin-4-amine